C1(CC1)COC1=C(C=CC(=N1)C(=O)NC(C(=O)OCF)(CC)CC)N1CC(C1)(F)F fluoromethyl 2-{[6-(cyclopropylmethoxy)-5-(3,3-difluoroazetidin-1-yl)pyridine-2-carbonyl] amino}-2-ethylbutanoate